Cl.Cl.C1CC12NC1(CC1)CC(C2)OC2=CC=C(N=N2)C2=NC=C(C=C2O)C=2C=NNC2 2-{6-[(4-azadispiro[2.1.25.33]decan-9-yl)oxy]pyridazin-3-yl}-5-(1H-pyrazol-4-yl)pyridin-3-ol dihydrochloride